2-(5-(4-(hydroxymethyl)thiazol-2-yl)-4-methyl-4H-1,2,4-triazol-3-yl)propan-2-ol tert-butyl-4-(2,2-dibromoethenyl)piperidine-1-carboxylate C(C)(C)(C)C1N(CCC(C1)C=C(Br)Br)C(=O)OC(C)(C)C1=NN=C(N1C)C=1SC=C(N1)CO